tert-Butyl (S)-2-propylpiperidine-1-carboxylate C(CC)[C@@H]1N(CCCC1)C(=O)OC(C)(C)C